C(N)(OCC1=CC(=CC(=C1)O)O)=O 3,5-dihydroxybenzyl carbamate